OC(C(=O)NC=1SC(=C(N1)C)C1=CC=C2C(=NNC2=C1)\C=C\C1=NC=CC=C1)CC(C)C (E)-2-hydroxyl-4-methyl-N-(4-methyl-5-(3-(2-(pyridin-2-yl)vinyl)-1H-indazol-6-yl)thiazol-2-yl)pentanamide